tert-butyl N-[1-(6-aminopyrimidin-4-yl)-2-methoxy-ethyl]carbamate NC1=CC(=NC=N1)C(COC)NC(OC(C)(C)C)=O